3-[ethoxy(difluoro)methyl]-6-[6-(1-ethyl-2,2-difluoro-propoxy)-3-pyridyl]-[1,2,4]triazolo[4,3-a]pyrazine C(C)OC(C1=NN=C2N1C=C(N=C2)C=2C=NC(=CC2)OC(C(C)(F)F)CC)(F)F